N-(4-(1-(1-(4-methylbenzyl)-2-oxopyrrolidin-3-yl)piperidin-4-yl)phenyl)methanesulfinamide CC1=CC=C(CN2C(C(CC2)N2CCC(CC2)C2=CC=C(C=C2)NS(=O)C)=O)C=C1